(S)-1-(1-acryloylpyrrolidin-3-yl)-3-(3,5-dimethoxy-2,6-dichlorophenylethynyl)-4-amino-7-hydroxy-1H-pyrrolo[2,3-d]pyridazine C(C=C)(=O)N1C[C@H](CC1)N1C=C(C=2C1=C(N=NC2N)O)C#CC2=C(C(=CC(=C2Cl)OC)OC)Cl